O=C1N(CC2=CC(=CC=C12)C1CCNCC1)C1C(NC(CC1)=O)=O 3-(1-oxo-5-(piperidin-4-yl)isoindol-2-yl)piperidine-2,6-dione